2-(6-fluoronaphthalen-1-yl)ethan-1-ol FC=1C=C2C=CC=C(C2=CC1)CCO